COC1=NC=C(C2=C1N=C(S2)[NH-])C2=C[C@@H](CCC2)C [4-methoxy-7-((R)-3-methyl-cyclohex-1-enyl)-thiazolo[4,5-c]pyridin-2-yl]-amid